N-(6-((3-(aminomethyl)-1H-pyrazol-1-yl)methyl)-4-methoxybenzo[d]isoxazol-3-yl)-2-fluorobenzenesulfonamide NCC1=NN(C=C1)CC1=CC2=C(C(=NO2)NS(=O)(=O)C2=C(C=CC=C2)F)C(=C1)OC